(2R,3S)-3-((4-chloro-2-(6-chloro-3-methoxyquinolin-8-yl)-5-fluorobenzo[d]thiazol-6-yl)oxy)butan-2-yl (6-fluoropyridin-3-yl)carbamate FC1=CC=C(C=N1)NC(O[C@H](C)[C@H](C)OC1=CC2=C(N=C(S2)C=2C=C(C=C3C=C(C=NC23)OC)Cl)C(=C1F)Cl)=O